FC=1C=C(C=CC1N1C(C(CCC1)NS(=O)(=O)C1=CC2=C(OCO2)C=C1)=O)C1=C(C=CC=C1)OC N-(1-(3-fluoro-2'-methoxy-[1,1'-biphenyl]-4-yl)-2-oxopiperidin-3-yl)benzo[d][1,3]dioxole-5-sulfonamide